C1(=CC=CC=C1)C1=NN=C(O1)NC(C1=C(C=CC=C1)OC1=C(C=CC=C1)Cl)=O N-(5-phenyl-1,3,4-oxadiazol-2-yl)-2-(2-chlorophenoxy)benzamide